BrC1=CC=CC=2OC3(CCCCC4=C3C=CC(=C4)Cl)OC21 4-bromo-2'-chloro-6',7',8',9'-tetrahydrospiro[benzo[d][1,3]dioxol-2,5'-benzo[7]annulene]